D-2-hydroxyphenylalanine OC1=C(C[C@@H](N)C(=O)O)C=CC=C1